C1(CCCC1)N1S(C=2N(C(C1)C(=O)O)C(C(=C(C2C2=CC(=CC=C2)C(F)(F)F)CC2=CC=CC1=CC=CC=C21)NC2CCCC2)=O)(=O)=O 2-cyclopentyl-7-(cyclopentylamino)-8-(naphthalen-1-ylmethyl)-6-oxo-9-(3-(trifluoromethyl)phenyl)-3,4-dihydro-2H,6H-pyrido[1,2-e][1,2,5]thiadiazine-4-carboxylic acid 1,1-dioxide